N-[4-(5-Fluoro-1,3-benzoxazol-2-yl)phenyl]-2,2-dimethylpropanamid FC=1C=CC2=C(N=C(O2)C2=CC=C(C=C2)NC(C(C)(C)C)=O)C1